4-((1-(5-ethylpyrimidin-2-yl)piperidin-4-yl)methoxy-3-fluorophenyl)-2H-benzo[d][1,3]oxathiole 3,3-dioxide C(C)C=1C=NC(=NC1)N1CCC(CC1)COC1=C(C=CC=C1F)C1=CC=CC2=C1S(CO2)(=O)=O